[2-(dimethylamino)ethyl]morpholine CN(CCN1CCOCC1)C